COC1=CC=C(C=C1)CNC[C@@H]1C(C1)(F)F |o1:11| 1-(4-methoxyphenyl)-N-[[rel-(1R)-2,2-difluorocyclopropyl]methyl]methanamine